7-bromo-5-chloro-8-fluoroquinoxalin-2(1H)-one BrC1=CC(=C2N=CC(NC2=C1F)=O)Cl